2-[(4-iodo)-phenylalanyl]-3-(4-nitrophenyl)-propionic acid IC1=CC=C(C[C@H](N)C(=O)C(C(=O)O)CC2=CC=C(C=C2)[N+](=O)[O-])C=C1